iodine oxide I=O